N1(CCC(CC1)N1C2=NC=NC(=C2N(C1=O)C1=CC=C(C=C1)OC1=CC=CC=C1)N)C1CCNCC1 9-([1,4'-bipiperidin]-4-yl)-6-amino-7-(4-phenoxyphenyl)-7,9-dihydro-8H-purin-8-one